2-[5-Fluoro-1-(2-fluorobenzyl)-1H-pyrazolo[3,4-b]pyridin-3-yl]-5-[(E)-phenyldiazenyl]pyrimidine-4,6-diamine FC=1C=C2C(=NC1)N(N=C2C2=NC(=C(C(=N2)N)\N=N\C2=CC=CC=C2)N)CC2=C(C=CC=C2)F